di-tert-butoxyphosphoryloxymethyl 2-methyl-2-(methylamino)propanoate CC(C(=O)OCOP(=O)(OC(C)(C)C)OC(C)(C)C)(C)NC